FC(F)(F)C1C(N(CC1)C(F)(F)F)=O bis-trifluoromethylpyrrolidone